(3S,4R,5R,6S)-1-{6-[(4-ethylbenzyl)oxy]-4,4-difluorohexyl}-3,4,5,6-azepanetetrol C(C)C1=CC=C(COCCC(CCCN2C[C@@H]([C@H]([C@@H]([C@H](C2)O)O)O)O)(F)F)C=C1